BrC1=CC(=NC=C1)N1N=C(C=2CCCC(C12)=O)C(F)(F)F 1-(4-bromo-2-pyridinyl)-3-(trifluoromethyl)-5,6-dihydro-4H-indazol-7-one